1,1'-(1,2-ethanediyl)-bis(3,3,5,5-tetramethylpiperazinone) C(CN1C(C(NC(C1)(C)C)(C)C)=O)N1C(C(NC(C1)(C)C)(C)C)=O